5-Chloro-3-methyl-2-{7-[(oxan-3-yl)methyl]-7H-pyrrolo[2,3-c]pyridazin-3-yl}phenol ClC=1C=C(C(=C(C1)O)C1=CC2=C(N=N1)N(C=C2)CC2COCCC2)C